(S)-5-benzyl-N-(7-(2-benzyl-1-oxo-2,8-diazaspiro[4.5]decan-8-yl)-5-methyl-4-oxo-2,3,4,5-tetrahydrobenzo[b][1,4]oxaazepin-3-yl)-1H-1,2,4-triazole-3-carboxamide C(C1=CC=CC=C1)C1=NC(=NN1)C(=O)N[C@@H]1C(N(C2=C(OC1)C=CC(=C2)N2CCC1(CCN(C1=O)CC1=CC=CC=C1)CC2)C)=O